(+/-)-1-{4-[4-(2,6-difluoro-4-{[5-(hydroxymethyl)-5-methyl-5,6-dihydro-4H-1,3-oxazin-2-yl]amino}phenoxy)-1H-pyrrolo[2,3-b]pyridin-3-yl]-3,6-dihydropyridin-1(2H)-yl}propan-1-one FC1=C(OC2=C3C(=NC=C2)NC=C3C=3CCN(CC3)C(CC)=O)C(=CC(=C1)NC=1OC[C@@](CN1)(C)CO)F |r|